2-(dimethylaminomethylene)-4-methyl-3-oxo-piperidine-1-carboxylate CN(C)C=C1N(CCC(C1=O)C)C(=O)[O-]